C(OCF)([O-])([O-])[O-] fluoromethyl orthocarbonate